ICCCCCCC(=O)NCCCC[C@H](N)C(=O)O N6-(7-iodoheptanoyl)-L-lysine